methyl N-[5-[6-[(4-fluoro-3-methyl-benzoyl)-methyl-amino]-8-methyl-imidazo[1,2-a]pyridin-3-yl]-2-pyridyl]carbamate FC1=C(C=C(C(=O)N(C=2C=C(C=3N(C2)C(=CN3)C=3C=CC(=NC3)NC(OC)=O)C)C)C=C1)C